6-bromo-2-(2-fluoroethyl)pyridazin-3(2H)-one BrC=1C=CC(N(N1)CCF)=O